Cl.ClCC1=NC=CC(=C1)C 2-(chloromethyl)-4-methylpyridine HCl salt